FC=1C=2N(C=C(C1)C=1C=C(C=3C(=NN(N3)C3CCNCC3)C1)OC)C=C(N2)C 6-(8-fluoro-2-methyl-imidazo[1,2-a]pyridin-6-yl)-4-methoxy-2-(4-piperidyl)benzotriazole